(3aR,5s,6aS)-2-(3,3-dimethyl-butyl)-N-[5-(1,3-dimethylpyrazol-4-yl)-2-pyridyl]-3,3a,4,5,6,6a-hexahydro-1H-cyclopenta[c]pyrrol-5-amine CC(CCN1C[C@@H]2[C@H](C1)CC(C2)NC2=NC=C(C=C2)C=2C(=NN(C2)C)C)(C)C